COC=1C=C(C=C(C1OC)OC)N1C=NC(=C1)NC=1C2=C(N=C(N1)N1[C@@H](CCC1)C(=O)N)CNC2 (S)-1-(4-(1-(3,4,5-trimethoxyphenyl)-1H-imidazol-4-ylamino)-6,7-dihydro-5H-pyrrolo[3,4-d]pyrimidin-2-yl)pyrrolidine-2-carboxamide